C[C@H](C1=CC=CC=C1)N |r| racemic-alpha-methylbenzylamine